N-(oxetan-2-ylmethyl)pyrazine-2-carboxamide O1C(CC1)CNC(=O)C1=NC=CN=C1